NC=1C=C2CN(CC2=CC1)C(=O)OC(C)(C)C tert-butyl 5-aminoisoindoline-2-carboxylate